C(C)N(CC)CCC[Si](OC)(OC)C γ-(N,N-diethyl)aminopropylmethyldimethoxysilane